CCC(C)C(C(=O)O)O The molecule is a branched-chain fatty acid that is 3-methylpentanoic acid carrying a hydroxy substitutent at position 2. It is a branched-chain fatty acid, a short-chain fatty acid and a 2-hydroxy fatty acid. It is a conjugate acid of a 2-hydroxy-3-methylpentanoate.